3-((3R,4S)-4-hydroxytetrahydrofuran-3-yl)-8-(1-methyl-1H-pyrazol-4-yl)-6-(6-(trifluoromethyl)pyridin-3-yl)pyrido[3,4-d]pyrimidin-4(3H)-one O[C@H]1[C@@H](COC1)N1C=NC2=C(C1=O)C=C(N=C2C=2C=NN(C2)C)C=2C=NC(=CC2)C(F)(F)F